BrC1=NC(=C(C=C1CCl)OC)OC 2-bromo-3-(chloromethyl)-5,6-dimethoxypyridine